NC1=C(C2=C(S1)C(C(CC2)(C(=O)N)C2=CC=CC=C2)=O)C(=O)NC2CC2 2-Amino-N3-cyclopropyl-7-oxo-6-phenyl-4,5,6,7-tetrahydrobenzo[b]thiophene-3,6-dicarboxamide